OC1C(CO1)OC1=NC(=NC=C1C(F)(F)F)NC1=CC=C(C=C1)S(=O)(=O)N 4-((4-((4-hydroxyoxetan-3-yl)oxy)d-5-(trifluoromethyl)pyrimidin-2-yl)amino)benzenesulfonamide